(5-(2-fluoropropan-2-yl)-1,3,4-oxadiazol-2-yl)methanone FC(C)(C)C1=NN=C(O1)C=O